N-[(1R,3S)-3-{[2-(trifluoromethyl)quinolin-4-yl]amino}cyclohexyl]imidazo[1,2-a]pyrimidine-3-carboxamide FC(C1=NC2=CC=CC=C2C(=C1)N[C@@H]1C[C@@H](CCC1)NC(=O)C1=CN=C2N1C=CC=N2)(F)F